(S)-N-(2'-amino-5'h-spiro[chromane-4,4'-thiazol]-6-yl)-5-cyanomethylpyridinamide NC=1SC[C@]2(N1)CCOC1=CC=C(C=C12)NC(=O)C1=NC=C(C=C1)CC#N